N-methyl-N-propylpyrrolidinium bis(fluorosulfonyl)imide CCC[N+]1(CCCC1)C.[N-](S(=O)(=O)F)S(=O)(=O)F